BrC=1C(=C(C=CC1)N1NC=NC1=O)C (3-bromo-2-methyl-phenyl)-1H-1,2,4-triazol-5-one